C1(=CC=C(C=C1)C(=O)C1=NC(=NC(=N1)C(=O)C1=CC=C(C=C1)C)C1=C(C=C(C=C1)OCC1=CC=CC=C1)O)C 2,4-Di-p-toluoyl-6-(2-hydroxy-4-benzyloxyphenyl)-1,3,5-triazine